ClC1=C(C=CC=C1)C=1C=C(C=CC1)[C@H]1SCC[C@H](NC1=O)CN1CCC(CC1)(F)F (2R,5S)-2-[3-(2-chlorophenyl)phenyl]-5-[(4,4-difluoro-1-piperidyl)methyl]-1,4-thiazepan-3-one